6-(6-Aminohexanoylamino)hexanoic acid tert-butyl ester C(C)(C)(C)OC(CCCCCNC(CCCCCN)=O)=O